[2-Chloro-5-(7-morpholin-4-yl-quinazolin-4-yl)-phenyl]-(1-methyl-1H-pyrazolo[3,4-d]-pyrimidin-4-yl)-methanol ClC1=C(C=C(C=C1)C1=NC=NC2=CC(=CC=C12)N1CCOCC1)C(O)C1=C2C(=NC=N1)N(N=C2)C